3-bromo-9-chloro-8-(4-cyclopropylpiperazine-1-yl)-6,6-dimethyl-5,6-dihydro-11H-benzo[b]carbazol-11-one BrC1=CC=C2C=3C(C4=C(C(C3NC2=C1)(C)C)C=C(C(=C4)Cl)N4CCN(CC4)C4CC4)=O